[K+].C(CCCCC)C(C(=O)[O-])C(=O)[O-].[K+] 2-hexylmalonic acid potassium salt